N=1C=NN2C1C=C(C=C2)C2=CN=C(N2)[C@H](CCCCCC(CC)=O)NC(=O)[C@H]2CC21CCN(CC1)C (S)-N-((S)-1-(5-([1,2,4]Triazolo[1,5-a]pyridin-7-yl)-1H-imidazol-2-yl)-7-oxononyl)-6-methyl-6-azaspiro[2.5]octan-1-carboxamid